[Si](C)(C)(C(C)(C)C)OC/C=C/C=1C=CC=2N(C1)N=CC2 (E)-6-(3-((tert-butyldimethylsilyl)oxy)prop-1-en-1-yl)pyrazolo[1,5-a]pyridine